2-(hydroxymethyl)-5-methylpyrazine OCC1=NC=C(N=C1)C